1-[2-methyl-4-methylthiophenyl]-2-morpholino-1-propanone CC1=C(C=CC(=C1)SC)C(C(C)N1CCOCC1)=O